CN(S(O)(=O)=O)C.[O].[Zr].[La].[Li] lithium-lanthanum zirconium oxygen N,N-dimethyl-sulfamic acid